C1(CCCCC1)NC(C(=O)C1=CC(=C(C=C1)OCC(=O)NC1=C(C=C(C=C1)F)F)OC)=O N-cyclohexyl-2-(4-(2-((2,4-difluorophenyl)amino)-2-oxoethoxy)-3-methoxyphenyl)-2-oxoacetamide